C(#N)[C@H](C[C@H]1C(NCC1)=O)NC(=O)C1C2C3C=CC(C2CN1)C3 N-[(1S)-1-cyano-2-[(3S)-2-oxopyrrolidin-3-yl]ethyl]-4-azatricyclo[5.2.1.0{2,6}]dec-8-ene-3-carboxamide